C1=CC2=C(C=C1N)C(=O)C3=C2C=CC(=C3)N 2,7-diaminofluorenone